4-carboxyphenyl-triazene C(=O)(O)C1=CC=C(C=C1)N=NN